CC(CCOC1=CC=C(C=C1)[C@@H](CC(=O)O)C#CC)=C (3R)-3-{4-[(3-methylbut-3-en-1-yl)oxy]phenyl}hex-4-ynoic acid